1-(6-bromoindan-5-yl)-3-[(1S)-1-(2-pyrimidin-2-yl-1,2,4-triazol-3-yl)ethyl]urea BrC1=C(C=C2CCCC2=C1)NC(=O)N[C@@H](C)C=1N(N=CN1)C1=NC=CC=N1